C(C)OC(CNC(=O)[C@H]1[C@@H](CC[C@H](C1)C)C(C)C)=O.C(C(C)C)C1=CC=C(C=C1)[C@@H](C(=O)N)C (S)-(+)-2-(4-isobutylphenyl)propionamide ethyl-2-[[(1R,2S,5R)-5-methyl-2-propan-2-ylcyclohexanecarbonyl]amino]acetate